NC=1C=C(C=CC1C(=O)OC)C1=C(C=CC(=C1)OC)Cl methyl 3-amino-2'-chloro-5'-methoxy-[1,1'-biphenyl]-4-carboxylate